[Cu]Cl.C(C)(C)C1=C(C(=CC=C1)C(C)C)[N+]1=[C-]N(C(C2=CC=CC=C12)=O)C1=C(C=CC=C1C(C)C)C(C)C 1,3-bis(2,6-diisopropylphenyl)-4-oxo-3,4-dihydroquinazolin-1-ium-2-ide copper(I) chloride